methyl 4-butyl-1-(4-chlorophenyl)-3-(4-fluorophenyl)-5-methyl-4,5-dihydro-1H-pyrazole-5-carboxylate C(CCC)C1C(=NN(C1(C(=O)OC)C)C1=CC=C(C=C1)Cl)C1=CC=C(C=C1)F